ClC1=CC(=C(COC2=C(C=CC(=N2)N2C(CNCC2)=O)F)C=C1)F (6-((4-chloro-2-fluorobenzyl)oxy)-5-fluoropyridin-2-yl)piperazin-2-one